C(CC1=CC=CC=C1)N1C(C2=CC=C(C=C2CC1)C1=CC=CC=C1)=O 2-phenethyl-6-phenyl-3,4-dihydroisoquinoline-1(2H)-one